C[C@](N)(CC(C)C)C(=O)O α-methyl-Leucine